N-(3-Methoxy-propyl)-pyrimidine-4,6-diamine COCCCNC1=NC=NC(=C1)N